tert-butyl (S)-3-((5-chloro-2-ethoxybenzyl)amino)piperidine-1-carboxylate ClC=1C=CC(=C(CN[C@@H]2CN(CCC2)C(=O)OC(C)(C)C)C1)OCC